pyrido[1,2-a]pyrimidine-7-carboxamide N1=C2N(CC=C1)C=C(C=C2)C(=O)N